1-[[5-[2,6-dichloro-4-[6-(difluoromethyl)-3,5-dioxo-1,2,4-triazin-2-yl]phenoxy]-2-methoxy-phenyl]sulfonylamino]-N-methyl-cyclopropanecarboxamide ClC1=C(OC=2C=CC(=C(C2)S(=O)(=O)NC2(CC2)C(=O)NC)OC)C(=CC(=C1)N1N=C(C(NC1=O)=O)C(F)F)Cl